tert-butyl (S)-2-(azetidin-1-ylmethyl)indoline-1-carboxylate N1(CCC1)C[C@H]1N(C2=CC=CC=C2C1)C(=O)OC(C)(C)C